CC/C=C\\C/C=C\\C/C=C\\C/C=C\\C/C=C\\CCCCCCCCCCCCCCCCCCCC(=O)O The molecule is a very long-chain omega-3 fatty acid that is hexatriacontanoic acid having five double bonds located at positions 21, 24, 27, 30 and 33 (the 21Z,24Z,27Z,30Z,33Z-isomer). It is an omega-3 fatty acid and a hexatriacontapentaenoic acid. It is a conjugate acid of a (21Z,24Z,27Z,30Z,33Z)-hexatriacontapentaenoate.